3-((3R,4R)-3-((7-(2-(1,8-diethyl-1,3,4,9-tetrahydropyrano[3,4-b]indol-1-yl)acetyl)-7H-pyrrolo[2,3-d]pyrimidin-4-yl)(methyl)amino)-4-methylpiperidin-1-yl)-3-oxopropionitrile C(C)C1(OCCC2=C1NC1=C(C=CC=C21)CC)CC(=O)N2C=CC1=C2N=CN=C1N([C@H]1CN(CC[C@H]1C)C(CC#N)=O)C